3-(4-((15-morpholinopentadecyl)thio)-1-oxoisoindolin-2-yl)piperidine-2,6-dione O1CCN(CC1)CCCCCCCCCCCCCCCSC1=C2CN(C(C2=CC=C1)=O)C1C(NC(CC1)=O)=O